Cl.ClC=1C(=NC=C(C1)[N+](=O)[O-])N1CCNCC1 1-(3-chloro-5-nitropyridin-2-yl)piperazine hydrochloride